N1C=C(C2=CC=CC=C12)CC(CCCC)C=1C2=C(SC1C(=O)N)C=C(C=C2)N2CCN(CC2)C2CC2 (1-(1H-indol-3-yl)hexan-2-yl)-6-(4-cyclopropylpiperazin-1-yl)benzo[b]thiophene-2-carboxamide